C[C@@H]1N(CCN(C1)C)C(=O)OC=1C=C2C(=NC=NC2=CC1OC)C=1C(=NN(C1)CC)C1=CC=CC=C1 4-(1-ethyl-3-phenyl-1H-pyrazol-4-yl)-7-methoxyquinazolin-6-yl (S)-2,4-dimethylpiperazine-1-carboxylate